FC(CN1C(=NC2=C1C=C(C=C2)C2=CNC=1N=C(N=CC12)NC1CCC(CC1)OCCO)C)F 2-(((1r,4r)-4-((5-(1-(2,2-difluoroethyl)-2-methyl-1H-benzo[d]imidazol-6-yl)-7H-pyrrolo[2,3-d]pyrimidin-2-yl)amino)cyclohexyl)oxy)ethan-1-ol